C(=O)(OCC1=CC=CC=C1)N1[C@](CCC1)(C(=O)OC(C)(C)C)CN (S)-1-Cbz-2-Boc-aminomethylpyrrolidine